FC1=C(C=CC=C1F)[C@@H]1N(OCC1)C1=CC(=NC=N1)NC=1C(=CC(=C(C1)NC(C=C)=O)N1CCN(CC1)C1COC1)OC N-(5-((6-((R)-3-(2,3-difluorophenyl)isoxazolidine-2-yl)pyrimidine-4-yl)amino)-4-methoxy-2-(4-(oxetane-3-yl)piperazine-1-yl)phenyl)acrylamide